(Z)-(2-((1H-Pyrrolo[2,3-b]pyridine-4-carbonyl)imino)-3-(2-chlorophenyl)-2,3-dihydrothiazol-4-yl)methyl methanesulfonate CS(=O)(=O)OCC=1N(/C(/SC1)=N/C(=O)C=1C2=C(N=CC1)NC=C2)C2=C(C=CC=C2)Cl